2-(4-bromophenyl)-6-nitro-imidazo[1,2-a]Pyridine BrC1=CC=C(C=C1)C=1N=C2N(C=C(C=C2)[N+](=O)[O-])C1